(4aS,9bS)-7-(trifluoromethyl)-1,2,3,4,4a,9b-hexahydrofuro[2,3-b:4,5-b']dipyridine hydrochloride Cl.FC(C1=CC=C2C(=N1)O[C@@H]1[C@H]2NCCC1)(F)F